C1(CC1)[C@H]1[C@@H](N1)C(=O)[O-].[Li+] Lithium (2R,3S)-3-cyclopropylaziridine-2-carboxylate